[K+].C([O-])([O-])=O.[Cs+] cesium carbonate, potassium salt